ethyl 2-({6-[(1,3-benzothiazol-2-yl)amino]-5-methylpyridazin-3-yl}(methyl)amino)-5-(piperidin-4-yl)-1,3-thiazole-4-carboxylate S1C(=NC2=C1C=CC=C2)NC2=C(C=C(N=N2)N(C=2SC(=C(N2)C(=O)OCC)C2CCNCC2)C)C